CC1([C@@H]([C@H](CCC1)C)CC[C@@H](CCC)O)C (3R)-1-[(1R,6S)-2,2,6-trimethylcyclohexyl]hexan-3-ol